[Cl-].Cl[Si](C)(C)C[N+]1=CN(C=C1)CC 3-{(chlorodimethylsilyl)methyl}-1-ethylimidazolium chloride